tert-butyl 3-((7-((tert-butoxycarbonyl)((1-((pyrrolidin-3-yloxy)carbonyl)piperidin-4-yl)methyl)amino)-3-isopropylpyrazolo[1,5-a]pyrimidin-5-yl)oxy)piperidine-1-carboxylate C(C)(C)(C)OC(=O)N(C1=CC(=NC=2N1N=CC2C(C)C)OC2CN(CCC2)C(=O)OC(C)(C)C)CC2CCN(CC2)C(=O)OC2CNCC2